ClC1=C(C=C(OCC(=O)NC23CC(C2)(C3)C=3OC(=NN3)COC3=CC(=C(C=C3)Cl)F)C=C1)F 2-(4-chloro-3-fluorophenoxy)-N-(3-{5-[(4-chloro-3-fluorophenoxy)methyl]-1,3,4-oxadiazol-2-yl}bicyclo[1.1.1]pentan-1-yl)acetamide